tert-butyl ((3-fluoro-5-methoxy-2',2''-dimethyl-3''-(3-methyl-2,4-dioxo-1,2,3,4-tetrahydropyrimidine-5-carboxamido)-[1,1':3',1''-terphenyl]-4-yl)methyl)carbamate FC=1C=C(C=C(C1CNC(OC(C)(C)C)=O)OC)C1=C(C(=CC=C1)C1=C(C(=CC=C1)NC(=O)C=1C(N(C(NC1)=O)C)=O)C)C